C(C(=O)O)(=O)O.C(C)(C)(C)OC(=O)N1CC2(C1)CNC2.C(C)(C)(C)C=2C=C(C=CC2OC)C(C)(C)C2=CC(=C(C=C2)OC)C(C)(C)C.C(C)(C)(C)C=2C=C(C=CC2OC)C(C)(C)C2=CC(=C(C=C2)OC)C(C)(C)C.C(C)(C)(C)OC(=O)N2CC1(C2)CNC1 2,2-bis(3-tert-butyl-4-methoxyphenyl)propane tert-butyl-2,6-diazaspiro[3.3]heptane-2-carboxylate hemi-oxalate